6-(4-(4-(4-(2,4-dioxotetrahydropyrimidin-1(2H)-yl)-2-fluorobenzyl)piperazin-1-yl)piperidin-1-yl)-2-(4-phenoxyphenyl)nicotinamide O=C1N(CCC(N1)=O)C1=CC(=C(CN2CCN(CC2)C2CCN(CC2)C2=NC(=C(C(=O)N)C=C2)C2=CC=C(C=C2)OC2=CC=CC=C2)C=C1)F